2-((6-(((2-hydroxy-1-phenylethyl)amino)methyl)imidazo[1,2-a]pyridin-2-yl)methyl)-5-phenyl-2,7-naphthyridin-1(2H)-one OCC(C1=CC=CC=C1)NCC=1C=CC=2N(C1)C=C(N2)CN2C(C1=CN=CC(=C1C=C2)C2=CC=CC=C2)=O